FC(C=1C=C(C=C(C1)C(F)(F)F)C1=NN(C=C1F)/C=C(/C(=O)OC)\C=1C=NC=NC1)(F)F methyl (E)-3-(3-(3,5-bis(trifluoromethyl)phenyl)-4-fluoro-1H-pyrazol-1-yl)-2-(pyrimidin-5-yl)acrylate